OCCNC(=S)N 2-hydroxyethyl-thiourea